OC(CN1C(C=CC(=C1)C=1NC2=CC=C(C=C2C1C(C)C)C1CCNCC1)=O)(C)C 1-(2-hydroxy-2-methylpropyl)-5-(3-isopropyl-5-(piperidin-4-yl)-1H-indol-2-yl)pyridin-2(1H)-one